2-methylpyrrolidine-3-carboxamide TFA salt OC(=O)C(F)(F)F.CC1NCCC1C(=O)N